FC1=CC=CC=2C3CC[C@@]4(/C(/C[C@H](C4C3CCC12)CCC(=O)NC1=NC=C(C=C1)N1CCN(CC1)C)=N/O)C 3-((13S,15R,E)-4-fluoro-17-(hydroxyimino)-13-methyl-7,8,9,11,12,13,14,15,16,17-decahydro-6H-cyclopenta[a]phenanthren-15-yl)-N-(5-(4-methylpiperazin-1-yl)pyridin-2-yl)propanamide